4-(2-(2,6-dioxopiperidin-3-yl)-1-oxoisoindolin-5-yl)butanal O=C1NC(CCC1N1C(C2=CC=C(C=C2C1)CCCC=O)=O)=O